2-(3-(3-(ethoxycarbonyl)phenyl)ureido)-4-methylthiophene-3-carboxylic acid ethyl ester C(C)OC(=O)C1=C(SC=C1C)NC(=O)NC1=CC(=CC=C1)C(=O)OCC